(S)-7-(2-Cyclopropyl-benzyl)-5-[1-(2-fluoro-6-methyl-phenyl)-piperidin-4-yl]-2,4-dimethyl-2,4,5,7-tetrahydro-pyrazolo[3,4-d]pyrimidin-6-on C1(CC1)C1=C(CN2C(N([C@H](C=3C2=NN(C3)C)C)C3CCN(CC3)C3=C(C=CC=C3C)F)=O)C=CC=C1